3-(octadecyloxy)-5-(tridecyloxy)benzoyl chloride C(CCCCCCCCCCCCCCCCC)OC=1C=C(C(=O)Cl)C=C(C1)OCCCCCCCCCCCCC